tert-butyl 3-(4-(4-amino-3-(4-(4-(trifluoromethyl)phenoxy)phenyl)-1H-pyrazolo[3,4-d]pyrimidin-1-yl)piperidin-1-yl)-[1,3'-biazetidin]-1'-carboxylate NC1=C2C(=NC=N1)N(N=C2C2=CC=C(C=C2)OC2=CC=C(C=C2)C(F)(F)F)C2CCN(CC2)C2CN(C2)C2CN(C2)C(=O)OC(C)(C)C